ClC1=CC=C(C=C1)[C@@H]1N(C(C2=NNC(=C21)C2=C(C=CC(=C2)F)O)=O)C2CCOCC2 (S)-4-(4-chlorophenyl)-3-(5-fluoro-2-hydroxyphenyl)-5-(tetrahydro-2H-pyran-4-yl)-4,5-dihydropyrrolo[3,4-c]pyrazol-6(2H)-one